FC1(CCN(CC1)C1=NC(=CC(=N1)C1=NN=C(O1)C1=C(C=C(C=C1)NS(=O)(=O)CCO)N1CCC2(CC2)CC1)O)F N-(4-(5-(2-(4,4-difluoropiperidin-1-yl)-6-hydroxypyrimidin-4-yl)-1,3,4-oxadiazol-2-yl)-3-(6-azaspiro[2.5]octan-6-yl)phenyl)-2-hydroxyethane-1-sulfonamide